3-amino-N-[(3R)-7-[(3S,4S)-3-amino-4-methoxypiperidin-1-yl]-3,4-dihydro-2H-1-benzopyran-3-yl]-6-methylthieno[2,3-b]pyridine-2-carboxamide NC1=C(SC2=NC(=CC=C21)C)C(=O)N[C@H]2COC1=C(C2)C=CC(=C1)N1C[C@@H]([C@H](CC1)OC)N